2-(2-chlorophenyl)-6-(4-methyl-1,3-dihydro-2H-pyrrolo[3,4-c]pyridin-2-yl)-4,5,6,7-tetrahydro-1H-benzo[d]imidazole ClC1=C(C=CC=C1)C1=NC2=C(N1)CC(CC2)N2CC=1C(=NC=CC1C2)C